BrC=1C=C(C=C(C1O)Br)C(=O)C1=C(N(C2=CN=CC=C21)C)C (3,5-dibromo-4-hydroxyphenyl)(1,2-dimethyl-1H-pyrrolo[2,3-c]pyridin-3-yl)methanone